BrC=1C(=NC(=NC1)Cl)C1=CC=C2CN(C(C2=C1)=O)CC(=O)N[C@H](CO)C1=CC(=CC=C1)OC 2-[6-(5-bromo-2-chloropyrimidin-4-yl)-1-oxo-2,3-dihydro-1H-isoindol-2-yl]-N-[(1S)-2-hydroxy-1-(3-methoxyphenyl)ethyl]acetamide